C=1(NC=C2C=CC=CC12)C(=O)N isoindoleamide